CC1=NOC(=C1CN1C=C(C=C1)C=1C(=C(C(=CC1)O)N1CC(NS1(=O)=O)=O)F)C 5-(3-(1-((3,5-dimethylisoxazol-4-yl)methyl)-1H-pyrrol-3-yl)-2-fluoro-6-hydroxyphenyl)-1,2,5-thiadiazolidin-3-one 1,1-dioxide